1-(1,4-diazacycloheptan-1-yl)-8-methoxypyrimido[4,5-c][1,8]naphthyridine hydrochloride Cl.N1(CCNCCC1)C1=NC=NC=2C=NC=3N=C(C=CC3C21)OC